NCCNCCNCCC[Si](OC)(OC)OC γ-(2-(2-aminoethyl)aminoethyl)aminopropyltrimethoxysilane